FC1=CC=CC=2C(=N[C@@H](C(NC21)=O)NC(=O)C2=C(N=C1N2N=C(C=C1)OC)C1=CC=CC=C1)C1=CC=CC=C1 N-[(3S)-9-fluoro-2-oxo-5-phenyl-1,3-dihydro-1,4-benzodiazepin-3-yl]-6-methoxy-2-phenylimidazo[1,2-b]pyridazine-3-carboxamide